propenylhexadecyldimethylsilane C(=CC)[Si](C)(C)CCCCCCCCCCCCCCCC